C(C)(C)(C)OC(=O)N1[C@@H](CCCC1)CONC(=O)[C@H]1N2C(N([C@H](CC1)C2)OS(=O)(=O)O)=O.C(CCC)[N+](CCCC)(CCCC)CCCC tetrabutylammonium tert-butyl-(2S)-2-{[({[(2S,5R)-7-oxo-6-(sulfooxy)-1,6-diazabicyclo[3.2.1]oct-2-yl]carbonyl}amino)oxy]methyl}piperidine-1-carboxylate